C1(CC1)CNC(=O)C1=NC(=CC=C1)N1CCN(CCC1C)C1CCN(CC1)C(C)C N-(Cyclopropylmethyl)-6-{7-methyl-4-[1-(propan-2-yl)piperidin-4-yl]-1,4-diazepan-1-yl}pyridine-2-carboxamide